COC(C(C)(C)Br)=O methyl-α-bromoisobutyrate